7-aza-benzotriazole-1-yloxy-tripyrrolidinophosphonium hexafluorophosphate F[P-](F)(F)(F)(F)F.N1(N=NC2=C1N=CC=C2)O[P+](N2CCCC2)(N2CCCC2)N2CCCC2